(3S,7S)-3-(tert-butoxycarbonylamino)-7-methyl-4,7-dihydro-2H-azepine C(C)(C)(C)OC(=O)N[C@@H]1CN[C@H](C=CC1)C